N-(2-(2,6-dioxopiperidin-3-yl)-1-oxoisoindolin-5-yl)-7-ethylindoline-1-carboxamide O=C1NC(CCC1N1C(C2=CC=C(C=C2C1)NC(=O)N1CCC2=CC=CC(=C12)CC)=O)=O